COC(=O)C=1C=NC(=CC1C1=CC(=NC=C1OC)C(F)F)C1=NN(C=C1)C 2'-(difluoromethyl)-5'-methoxy-6-(1-methyl-1H-pyrazol-3-yl)-[4,4'-bipyridine]-3-carboxylic acid methyl ester